ethyl 2-[2-chloro-4-[(3S,4S)-3,4-difluoropyrrolidin-1-yl]pyrimidin-5-yl]acetate ClC1=NC=C(C(=N1)N1C[C@@H]([C@H](C1)F)F)CC(=O)OCC